4-methylcyclopentanoic acid CC1CCC(C1)C(=O)O